tert-butyl N-[3-[[2-[3,5-bis[3-(tert-butoxycarbonylamino)propylcarbamoyl] phenyl]acetyl]amino]propyl]carbamate C(C)(C)(C)OC(=O)NCCCNC(=O)C=1C=C(C=C(C1)C(NCCCNC(=O)OC(C)(C)C)=O)CC(=O)NCCCNC(OC(C)(C)C)=O